C1(CCC1)C1=NC(=C2C(=N1)N(N=C2)C2=C(C=C(C=C2)F)F)O 6-cyclobutyl-1-(2,4-difluorophenyl)pyrazolo[3,4-d]pyrimidin-4-ol